C(CCC)[C@H]1C(N2C(N(O1)C(=O)OCC1=CC=CC=C1)CN(C([C@@H]2CC2=CC=C(C=C2)O)=O)CCCC)=O (3S,6S)-benzyl 3,8-dibutyl-6-(4-hydroxybenzyl)-4,7-dioxohexahydropyrazino[2,1-c][1,2,4]oxadiazine-1(6H)-carboxylate